ClC1=CC2=C(C=C3N2C(=NN(C3=O)CC(=O)NC3(CC3)CO)C(C)C)S1 2-(2-chloro-5-isopropyl-8-oxothieno[2',3':4,5]pyrrolo[1,2-d][1,2,4]triazin-7(8H)-yl)-N-(1-(hydroxymethyl)cyclopropyl)acetamide